CC1(C2=CC(=CC=C2C=2C=CC=CC12)[N+](=O)[O-])C 9,9-dimethyl-7-nitro-9H-fluoren